3-amino-5-methyl-4'-morpholinyl-2,4-dicyanobiphenyl NC=1C(=C(C=C(C1C#N)C)C1=CC=C(C=C1)N1CCOCC1)C#N